5-[[5-[(4-chlorophenyl)methoxymethyl]-2-(3-chloro-2-pyridyl)pyrazole-3-carbonyl]amino]-6-methyl-3H-benzotriazole-4-carboxamide ClC1=CC=C(C=C1)COCC=1C=C(N(N1)C1=NC=CC=C1Cl)C(=O)NC1=C(C2=C(N=NN2)C=C1C)C(=O)N